methyl-(2-chloro-5-[1-(6-methylpyridin-2-ylmethoxy-imino)ethyl]benzyl) carbamate C(N)(OC(C1=C(C=CC(=C1)C(C)=NOCC1=NC(=CC=C1)C)Cl)C)=O